anti-iodouridine I[C@@]1([C@H](O)[C@H](O)[C@@H](CO)O1)N1C(=O)NC(=O)C=C1